O1CCC(CC1)C1=CC=2N=CC=3C=CC(=CC3C2S1)C1=CN=CO1 5-(2-(tetrahydro-2H-pyran-4-yl)thieno[3,2-c]isoquinolin-8-yl)oxazole